triethylenetetramine tetrahydrochloride Cl.Cl.Cl.Cl.NCCNCCNCCN